Cl.NC1CC(CC=2C3=CC(=CC=C3NC12)Br)C(=O)N 1-Amino-6-bromo-2,3,4,9-tetrahydro-1H-carbazole-3-carboxamide Hydrogen Chloride Salt